Ethyl 3-((3-chlorophenyl) amino)-3-oxopropionate ClC=1C=C(C=CC1)NC(CC(=O)OCC)=O